5-fluoro-2-(((3R,4S)-3-hydroxy-3-(hydroxymethyl)-4-(4-(trifluoromethyl)phenoxy)pyrrolidin-1-yl)sulfonyl)benzonitrile FC=1C=CC(=C(C#N)C1)S(=O)(=O)N1C[C@]([C@H](C1)OC1=CC=C(C=C1)C(F)(F)F)(CO)O